N-(3-fluoro-4,7-dimethyl-8-oxo-7-(2-oxoethoxy)-5,6,7,8-tetrahydronaphthalen-1-yl)acetamide FC=1C=C(C=2C(C(CCC2C1C)(OCC=O)C)=O)NC(C)=O